N-(2-methyl-3-(4,4,5,5-tetramethyl-1,3,2-dioxaborolan-2-yl)phenyl)acrylamide CC1=C(C=CC=C1B1OC(C(O1)(C)C)(C)C)NC(C=C)=O